C[C@H]1N(CC1)C=1SC2=C(N1)C=C(C=C2)C2NCC(CC2)C 2-((R)-2-Methylazetidin-1-yl)-5-(5-methylpiperidin-2-yl)benzo[d]thiazole